BrC=1C(=CC=C2C(=CNC12)S(=O)(=O)NC1=C(C=C(C=C1)C#N)F)Cl 7-bromo-6-chloro-N-(4-cyano-2-fluorophenyl)-1H-indole-3-sulfonamide